methacrylic acid-3-sulfopropyl ester potassium salt [K+].S(=O)(=O)([O-])CCCOC(C(=C)C)=O